C(C)(C)(C)OC(=O)C1CCN(CC1)CC=1C=C(COC2(CCN(CC2)C(=O)OC(C)(C)C)C)C=C(C1)C(F)(F)F tert-butyl 4-((3-((4-(tert-butoxycarbonyl) piperidin-1-yl) methyl)-5-(trifluoromethyl) benzyl) oxy)-4-methylpiperidine-1-carboxylate